2-[5-Tert-butyl-2-(4,4-difluorocyclohexyl)-4-(trifluoromethyl)pyrazol-3-yl]-4-oxo-1H-1,6-naphthyridine-5-carboxamide C(C)(C)(C)C=1C(=C(N(N1)C1CCC(CC1)(F)F)C=1NC=2C=CN=C(C2C(C1)=O)C(=O)N)C(F)(F)F